2-(N-methyl-2-(N-methyl)aminoethylamino)formyloxy-6-trifluoromethylnicotinic acid CN(CCNC)C(=O)OC1=C(C(=O)O)C=CC(=N1)C(F)(F)F